(4S,4'S)-6-Chloro-2-[(2,4-dimethoxyphenyl)methyl]-4'-[(isopropylamino)methyl]-1'-(4-isoquinolyl)spiro[3H-isoquinoline-4,3'-pyrrolidine]-1,2'-dione ClC=1C=C2C(=CC1)C(N(C[C@@]21C(N(C[C@@H]1CNC(C)C)C1=CN=CC2=CC=CC=C12)=O)CC1=C(C=C(C=C1)OC)OC)=O